7-cyclobutoxy-6-iodo-2-(1-methyl-2-oxabicyclo[2.1.1]hex-4-yl)imidazo[1,2-a]pyrimidine C1(CCC1)OC1=NC=2N(C=C1I)C=C(N2)C21COC(C2)(C1)C